COC1=C(C=CC(=C1)OC)C=CC(C=C)=O 5-(2,4-dimethoxyphenyl)-1,4-pentadien-3-one